C(C)NC1=NC(=NC=C1CC1=C(C=C(C(=C1)OC)OC)C(C)C)NC(C)C N*4*-Ethyl-N*2*-isopropyl-5-(2-isopropyl-4,5-dimethoxy-benzyl)-pyrimidine-2,4-diamine